C(C)(C)(C)OC(=O)N(CC(C)C)CC=1C=C(C(N(C1)CC(F)(F)F)=O)C(=O)O 5-(((tert-butoxycarbonyl)(isobutyl)amino)methyl)-2-oxo-1-(2,2,2-trifluoroethyl)-1,2-dihydropyridine-3-carboxylic acid